C(C)(C)C1OCC(CO1)C(=O)O 2-isopropyl-1,3-dioxane-5-formic acid